(5S)-1-{2,5-difluoro-4-[5-(trifluoromethyl)-1,2,4-oxadiazol-3-yl]phenyl}-5-(pyrrolidin-1-ylcarbonyl)pyrrolidin-2-one FC1=C(C=C(C(=C1)C1=NOC(=N1)C(F)(F)F)F)N1C(CC[C@H]1C(=O)N1CCCC1)=O